Tert-butyl 4-(7-chloro-3-(6-oxaspiro[2.5]octane-1-carboxamido)isoquinolin-6-yl)-3-methylpiperazine-1-carboxylate ClC1=C(C=C2C=C(N=CC2=C1)NC(=O)C1CC12CCOCC2)N2C(CN(CC2)C(=O)OC(C)(C)C)C